ClC=1C=C(C=C(C1)NS(=O)(=O)C)NC(=O)C1=CN(C(=C1)C1=NC=C(C=C1F)OC1CN(C1)C(=O)C1CC1)C N-(3-chloro-5-(methylsulfonamido)phenyl)-5-(5-((1-(cyclopropanecarbonyl)azetidin-3-yl)oxy)-3-fluoropyridin-2-yl)-1-methyl-1H-pyrrole-3-carboxamide